(R)-1-(7-(8-ethynyl-7-fluoro-3-hydroxynaphthalen-1-yl)-8-fluoro-2-((1-(pyrrolidin-1-ylmethyl)cyclopropyl)methoxy)pyrido[4,3-d]pyrimidin-4-yl)-3-methylpiperidin-3-ol C(#C)C=1C(=CC=C2C=C(C=C(C12)C1=C(C=2N=C(N=C(C2C=N1)N1C[C@@](CCC1)(O)C)OCC1(CC1)CN1CCCC1)F)O)F